FC=1C(C(C=C(C1)I)(F)F)N=NC1=C(C=C(C=C1)I)F 2,2',6,6-tetrafluoro-4,4'-diiodoazobenzene